CC1=C(C=C(C(=O)NC2=NN3C(=C2)C2(CC2)CCC3)C=C1)C#CC=1C=NC=CC1 4-methyl-3-[2-(3-pyridinyl)ethynyl]-N-spiro[6,7-dihydro-5H-pyrazolo[1,5-a]pyridine-4,1'-cyclopropane]-2-yl-benzamide